CN1C(N(C2=C1C=CC=C2)C)=S 1,3-dimethylbenzimidazole-2-thione